NC1CCN(CC1)C1=NC(=C(C=2N1C=CN2)C=2C=CC1=C(NC(O1)=O)C2)C2=CC(=C(C#N)C=C2)F 4-(5-(4-aminopiperidin-1-yl)-8-(2-oxo-2,3-dihydrobenzo[d]oxazol-5-yl)imidazolo[1,2-c]pyrimidin-7-yl)-2-fluorobenzonitrile